5-[1-(3,3-dimethylbutyl)-1H-pyrazol-4-yl]-6-quinolin-7-ylpyridine-2-carbonitrile CC(CCN1N=CC(=C1)C=1C=CC(=NC1C1=CC=C2C=CC=NC2=C1)C#N)(C)C